1-(Bromomethyl)-4-(phenoxymethyl)benzene BrCC1=CC=C(C=C1)COC1=CC=CC=C1